3-(triisopropylsilyl)prop-2-yn-1-ol C(C)(C)[Si](C#CCO)(C(C)C)C(C)C